(diphenyltriazineyl)[(dimethylfluorenyl)dibenzothiophenyl]benzene Potassium Nitrate [N+](=O)([O-])[O-].[K+].C1(=CC=CC=C1)C1=C(C(=NN=N1)C1=C(C=CC=C1)C1=C(C=CC=2SC3=C(C21)C=CC=C3)C3=C(C(=CC=2C1=CC=CC=C1CC32)C)C)C3=CC=CC=C3